CC1(OB(OC1(C)C)C1=CC=C(S1)C=O)C 5-(4,4,5,5-tetramethyl-1,3,2-dioxaborolan-2-yl)thiophene-2-carbaldehyde